bis(N,N-dimethylamino)biphenyl CN(C)C1=CC=C(C=C1)C1=CC=C(C=C1)N(C)C